(2S,3S,4S,5R)-6-[3-[5-(4-fluorophenyl)-6-isopropyl-1H-pyrrolo[2,3-f]indazol-7-yl]propanoyloxy]-3,4,5-trihydroxy-tetrahydropyran-2-carboxylic acid FC1=CC=C(C=C1)N1C(=C(C2=C1C=C1C=NNC1=C2)CCC(=O)OC2[C@@H]([C@H]([C@@H]([C@H](O2)C(=O)O)O)O)O)C(C)C